1,2-dioctanoyl-sn-glycero-3-phosphate choline OCC[N+](C)(C)C.C(CCCCCCC)(=O)OC[C@@H](OC(CCCCCCC)=O)COP(=O)(O)O